(R,E)-3-(4-fluorophenyl)-N'-((4-fluorophenyl)sulfonyl)-N-(2-((4-methylpiperazin-1-yl)sulfonyl)ethyl)-4-phenyl-4,5-dihydro-1H-pyrazole-1-carboximidamide FC1=CC=C(C=C1)C1=NN(C[C@H]1C1=CC=CC=C1)/C(/NCCS(=O)(=O)N1CCN(CC1)C)=N/S(=O)(=O)C1=CC=C(C=C1)F